1,3-Xylylendiamin C1(=CC(=CC=C1)CN)CN